3-((4-(oxetan-3-yloxy)-5-(trifluoromethyl)pyrimidin-2-yl)amino)cyclohexanol O1CC(C1)OC1=NC(=NC=C1C(F)(F)F)NC1CC(CCC1)O